C(C)(=O)OC1C(OC(C(C1OC(C)=O)OCC1=CC=CC=C1)CC(F)(F)P(=O)(OCC)OCC)OC1=CC=C(C=C1)[N+](=O)[O-] 5-(benzyloxy)-6-(2-(diethoxyphosphoryl)-2,2-difluoroethyl)-2-(4-nitrophenoxy)tetrahydro-2H-pyran-3,4-diyl diacetate